N-(4-(4-amino-3-(4-((4-chloropyridin-2-yl)oxy)-3-methoxyphenyl)-7-oxo-6,7-dihydro-2H-pyrazolo[3,4-d]pyridazin-2-yl)phenyl)acrylamide NC=1C=2C(C(NN1)=O)=NN(C2C2=CC(=C(C=C2)OC2=NC=CC(=C2)Cl)OC)C2=CC=C(C=C2)NC(C=C)=O